4-ethynyl-iodobenzene ETHYL-2-((2-((4-BROMOPHENYL)AMINO)-2-OXOETHYL)THIO)-1H-IMIDAZOLE-4-CARBOXYLATE C(C)OC(=O)C=1N=C(NC1)SCC(=O)NC1=CC=C(C=C1)Br.C(#C)C1=CC=C(C=C1)I